5-(tert-butyl)-3-methyl-1,2-phenylene bis(diethylcarbamate) C(C)N(C(OC1=C(C(=CC(=C1)C(C)(C)C)C)OC(N(CC)CC)=O)=O)CC